N,N,N-trimethylammonium methyl-carbonate COC([O-])=O.C[NH+](C)C